C(C)N(CCC1=CC=CC2=CC=CC=C12)C N-ethyl-N-methyl-2-(naphthalen-1-yl)ethan-1-amine